(1-propyl)-2H-pyrazolo[4,3-b]pyridin-6-carboxamide C(CC)N1N=C2C(N=CC(=C2)C(=O)N)=C1